(E)-3-(2,4-dimethoxyphenyl)-1-(2-hydroxy-4,6-dimethoxyphenyl)prop-2-en-1-one COC1=C(C=CC(=C1)OC)/C=C/C(=O)C1=C(C=C(C=C1OC)OC)O